COC(=O)C=1N=C(N2C1CN(CC2)C(C[C@@H](CC2=C(C=C(C(=C2)F)F)F)N)=O)C(F)(F)F (R)-7-[3-amino-4-(2,4,5-trifluoro-phenyl)-butyryl]-3-trifluoromethyl-5,6,7,8-tetrahydro-imidazo[1,5-a]pyrazine-1-carboxylic acid methyl ester